C(C)OC(=O)C=1C=C(C2=C(SC(=C2C)C=2NC3=CC=CC=C3C2)C1)CO[Si](C1=CC=CC=C1)(C1=CC=CC=C1)C(C)(C)C 4-(((Tert-Butyldiphenylsilyl)oxy)methyl)-2-(1H-indol-2-yl)-3-methylbenzo[b]thiophene-6-carboxylic acid ethyl ester